tert-butyl 4-(4-(3-cyano-4-(1-(1-isopropyl-1H-1,2,3-triazol-4-yl)ethoxy)pyrazolo[1,5-a]pyridine-6-yl)-5-methyl-1H-1,2,3-triazol-1-yl)piperidine-1-carboxylate C(#N)C=1C=NN2C1C(=CC(=C2)C=2N=NN(C2C)C2CCN(CC2)C(=O)OC(C)(C)C)OC(C)C=2N=NN(C2)C(C)C